4-chloro-2-methyl-5-(5-(trifluoromethyl)isoxazol-3-yl)benzenethiol ClC1=CC(=C(C=C1C1=NOC(=C1)C(F)(F)F)S)C